ClC(CCCCCCCCCCC)OC(C(C)C)=O.[I-].C(CCCCC)OC=1C(=NSN1)C1=CCC[N+](C1)(C)C(CCCCCCCCCCC)OC(C(C)C)=O 5-(4-(hexyloxy)-1,2,5-thiadiazol-3-yl)-1-(1-(isobutyryloxy)dodecyl)-1-methyl-1,2,3,6-tetrahydropyridin-1-ium iodide 1-Chlorododecyl-isobutyrate